CN1C(=NN=C1)SC(C)C=1C=C(C=CC1)N1CCCCC1 (3-(1-((4-methyl-4H-1,2,4-triazol-3-yl)thio)ethyl)phenyl)piperidine